O([Si](C1=CC=CC=C1)(C1=CC=CC=C1)C(C)(C)C)C[C@@]1([C@H]([C@H]2OC(O[C@H]2O1)(C)C)OCC1=CC2=CC=CC=C2C=C1)CO ((3ar,5r,6s,6ar)-5-((tert-butyldiphenylsiloxy)methyl)-2,2-dimethyl-6-(naphthalen-2-ylmethoxy)tetrahydrofurano[3,2-d][1,3]dioxolan-5-yl)methanol